F[Sb-](F)(F)(F)(F)F.C(CCCCCCCCCCC)C1=C(C=CC=C1)[I+]C1=C(C=CC=C1)CCCCCCCCCCCC Bis(dodecyl-phenyl)iodonium hexafluoroantimonate